4-(2-(2,4-difluorophenoxy)-5-(2-hydroxypropan-2-yl)phenyl)-6-methyl-2-(piperidin-1-ylmethyl)thieno[2,3-c]pyridin-7(6H)-one FC1=C(OC2=C(C=C(C=C2)C(C)(C)O)C=2C3=C(C(N(C2)C)=O)SC(=C3)CN3CCCCC3)C=CC(=C1)F